N-(4-(6-methoxy-7-(2-methoxyethoxy)quinazolin-4-yl)phenyl)-2-(4-(trifluoromethyl)phenyl)acetamide COC=1C=C2C(=NC=NC2=CC1OCCOC)C1=CC=C(C=C1)NC(CC1=CC=C(C=C1)C(F)(F)F)=O